C(C)OC(C(OC1=CC=C(C2=C1N=C(O2)N2CC1N(C(C2)C1)C(=O)OC(C)(C)C)C=1OC=CN1)(F)F)=O tert-Butyl 3-(4-(2-ethoxy-1,1-difluoro-2-oxoethoxy)-7-(oxazol-2-yl)benzo[d]oxazol-2-yl)-3,6-diazabicyclo[3.1.1]heptane-6-carboxylate